OC1(CC(C1)NC=1N=CC2=C(N1)C(=NC=C2)NC(C)C)C 2-(((1r,3r)-3-hydroxy-3-methylcyclobutyl)amino)-8-(isopropylamino)pyrido[3,4-d]pyrimidine